diethyl 2-(5-chloro-2-methylbenzylidene)malonate ClC=1C=CC(=C(C=C(C(=O)OCC)C(=O)OCC)C1)C